(6S)-12-({4-[2-(morpholin-4-yl)ethoxy]-5-[4-(2-oxopyrrolidin-1-yl)phenyl]pyrimidin-2-yl}amino)-8-oxa-2,10-diazatricyclo[7.4.0.02,6]trideca-1(9),10,12-trien-3-one N1(CCOCC1)CCOC1=NC(=NC=C1C1=CC=C(C=C1)N1C(CCC1)=O)NC=1C=NC=2OC[C@@H]3CCC(N3C2C1)=O